C(C1=CC=CC=C1)N.[Na] sodium benzyl-amine